C(C=C)(=O)N1CC2(C1)CN(CC2)C2=NC=NC1=CC=C(C=C21)C=2C=C(C(=NC2)OC)C=2C(=C(C=CC2F)S(=O)(=O)N)F M-(5-(4-(2-acryloyl-2,6-diazaspiro[3.4]octan-6-yl)quinazolin-6-yl)-2-methoxypyridin-3-yl)-2,4-difluorobenzenesulfonamide